CC(CC1=CC=CC=C1)(O)C 1,1-dimethyl-2-phenyl-ethanol